2-(4-(hydroxymethyl)piperidin-1-yl)acetic acid tert-butyl ester C(C)(C)(C)OC(CN1CCC(CC1)CO)=O